BrC1=C(C(=CC2=C1C[C@](O2)(C2=CC=CC=C2)C2NCC2)F)Cl 2-((S)-4-bromo-5-chloro-6-fluoro-2-phenyl-2,3-dihydrobenzofuran-2-yl)azetidine